2-(trifluoromethyl)imidazo[1,2-a]pyridin-8-amine FC(C=1N=C2N(C=CC=C2N)C1)(F)F